C(=C)(C1=CC=C(C=C1)O)C1=CC=C(C=C1)O 4,4'-vinylidenebisphenol